ClC=1C=C(C=NC1OC)NC1=NC=NC2=CC=C(C=C12)C1(CNC1)C N-(5-chloro-6-methoxy-3-pyridyl)-6-(3-methylazetidin-3-yl)quinazolin-4-amine